1,2-bis(2-chloroaminoethoxy)ethane ClNCCOCCOCCNCl